COC1=CC(=C(C=C1OC)CC(C)N)C 1-(4,5-dimethoxy-2-methylphenyl)-2-propylamine